C1=CC=CC=2C3=CC=CC=C3C(C12)N([C@H](C(=O)O)CC1=C(C=CC=C1)F)C(=O)OC (2S)-2-(9H-fluoren-9-yl-methoxycarbonyl-amino)-3-(2-fluorophenyl)propanoic acid